C[C@H](CCC(=O)C(C)C(=O)SCCNC(=O)CCNC(=O)[C@@H](C(C)(C)COP(=O)([O-])OP(=O)([O-])OC[C@@H]1[C@H]([C@H]([C@@H](O1)N2C=NC3=C(N=CN=C32)N)O)OP(=O)([O-])[O-])O)[C@H]4CC[C@@H]5[C@@]4([C@H](C[C@H]6[C@H]5[C@@H](C[C@H]7[C@@]6(CC[C@H](C7)O)C)O)O)C The molecule is an acyl-CoA(4-) that is the tetraanion of 3alpha,7alpha,12alpha-trihydroxy-24-oxo-5beta-cholestan-26-oyl-CoA, arising from deprotonation of the phosphate and diphosphate OH groups. It has a role as a human metabolite. It is a conjugate base of a 3alpha,7alpha,12alpha-trihydroxy-24-oxo-5beta-cholestan-26-oyl-CoA.